C(C)(C)(C)C(C=O)(C)C Tert-butyl-2-methylpropionaldehyde